C(C)(C)(C)OC(=O)C=CC1=CC=CC=C1 T-butoxycarbonyl-styrene